C(C)(C)C1=CC=C(C=C1)C1=CC(=NC=C1)CN1CCC2(OCCCO2)CC1 9-((4-(4-isopropylphenyl)pyridin-2-yl)methyl)-1,5-dioxa-9-azaspiro[5.5]undecane